CC=1C=C(C=NC1)CN1CC2=C(CC1)C(=CS2)C(=O)NC2=CC(=CC=C2)C(F)(F)F 6-((5-methylpyridin-3-yl)methyl)-N-(3-(trifluoromethyl)phenyl)-4,5,6,7-tetrahydrothieno[2,3-c]pyridine-3-carboxamide